tert-Butyl (4-cyanobicyclo[2.1.1]hexan-1-yl)carbamate C(#N)C12CCC(C1)(C2)NC(OC(C)(C)C)=O